tert-butyl 4-(4-fluoro-1-((2-(trimethylsilyl)ethoxy)methyl)-1H-pyrazol-3-yl)piperidine-1-carboxylate FC=1C(=NN(C1)COCC[Si](C)(C)C)C1CCN(CC1)C(=O)OC(C)(C)C